[Si](C1=CC=CC=C1)(C1=CC=CC=C1)(C(C)(C)C)OC[C@@H](C=O)C (S)-3-[(tert-butyldiphenylsilyl)oxy]-2-methylpropanal